benzyl 4-[[(3R)-1-[(1-tert-butoxycarbonyl-4-piperidyl)methyl]-5-oxo-pyrrolidin-3-yl]methyl]piperazine-1-carboxylate C(C)(C)(C)OC(=O)N1CCC(CC1)CN1C[C@H](CC1=O)CN1CCN(CC1)C(=O)OCC1=CC=CC=C1